(R)-1-(6-amino-9H-purin-9-yl)propan-2-yl ((1-(6-(((2R,3S,4S,5S,6R)-3,4,5-trihydroxy-6-(hydroxyl-methyl)tetrahydro-2H-pyran-2-yl)-oxy)hexyl)-1H-1,2,3-triazol-4-yl)methyl)carbamate O[C@@H]1[C@@H](O[C@@H]([C@H]([C@@H]1O)O)CO)OCCCCCCN1N=NC(=C1)CNC(O[C@@H](CN1C2=NC=NC(=C2N=C1)N)C)=O